(S)-7-(5-(7-methoxy-2-methylquinolin-6-yl)-1H-imidazol-2-yl)-1-(oxazol-2-yl)-7-((tetrahydro-2H-pyran-4-yl)amino)heptan-1-one COC1=C(C=C2C=CC(=NC2=C1)C)C1=CN=C(N1)[C@H](CCCCCC(=O)C=1OC=CN1)NC1CCOCC1